N-(2,3-dihydroxypropyl)-6-methyl-9-[4-(trifluoromethyl)phenyl]-9H-carbazole-3-carboxamide OC(CNC(=O)C=1C=CC=2N(C3=CC=C(C=C3C2C1)C)C1=CC=C(C=C1)C(F)(F)F)CO